FC(OC=1C=NC(=NC1)SC)F 5-(difluoromethoxy)-2-(methylthio)pyrimidine